C(C)(C)(C)OC(=O)N1CCN(C2=CC=C(C=C12)C(=O)OC)C(C=C)=O 7-(methoxycarbonyl)-4-(1-oxoprop-2-enyl)-1,2,3,4-tetrahydroquinoxaline-1-carboxylic acid tert-butyl ester